C1(=CC=CC=C1)N(C=1C=CC2=C(OC3=C2C=C(C=C3)B3OC(C(O3)(C)C)(C)C)C1)C1=CC=CC=C1 N,N-diphenyl-8-(4,4,5,5-tetramethyl-1,3,2-dioxaborolan-2-yl)dibenzo[b,d]furan-3-amine